dimethyl-tetradecyl-[3-(trimethoxysilyl)propyl]Ammonium chloride [Cl-].C[N+](CCC[Si](OC)(OC)OC)(CCCCCCCCCCCCCC)C